O[C@H](C=O)[C@@H]([C@H]([C@H]([C@@H](CO)O)O)O)O (2S,3R,4S,5S,6R)-2,3,4,5,6,7-hexahydroxyheptanal